2-(5'-chloro-3-methyl-[2,3'-bipyridyl]-4-yl)acetonitrile ClC=1C=C(C=NC1)C1=NC=CC(=C1C)CC#N